trans-2-[2',3'-difluoro-4'-ethoxy-(1,1'-biphenyl)-4-yl]-5-cyclopentyl-1,3-dioxane FC1=C(C=CC(=C1F)OCC)C1=CC=C(C=C1)[C@@H]1OC[C@H](CO1)C1CCCC1